N-((1R,4R)-bicyclo[2.1.1]hexan-5-yl)-4-(3-isopropyl-2-methyl-2H-pyrazolo[3,4-b]pyridin-5-yl)pyrimidin-2-amine [C@H]12CC[C@@H](C1NC1=NC=CC(=N1)C1=CC=3C(N=C1)=NN(C3C(C)C)C)C2